10-(hydroxymethyl)-1,6,9,12-tetraazabicyclo[11.3.1]heptadecane OCC1NCCNCCCCN2CCCC(NC1)C2